4-(4-(benzyloxy)phenyl)-N-(4-methoxybenzyl)phthalazin-1-amine C(C1=CC=CC=C1)OC1=CC=C(C=C1)C1=NN=C(C2=CC=CC=C12)NCC1=CC=C(C=C1)OC